C(C)C1=CC2=C(C3=CC(=CC=C3C(=C2C=C1)OC(=O)OC(C)C)CC)OC(=O)OC(C)C 2,7-diethyl-9,10-bis(isopropoxycarbonyloxy)anthracene